CC1=C(C(=O)OOC(C2=C(C=CC=C2)C)=O)C=CC=C1 bis(2-methylbenzoyl)peroxide